BrC=1C=CC2=C(C=C2C(C)(O)C=2N=CN(C2)C(C2=CC=CC=C2)(C2=CC=CC=C2)C2=CC=CC=C2)C1 1-(5-bromobenzocyclobuten-2-yl)-1-[1-(triphenylmethyl)imidazol-4-yl]ethanol